6-chloro-4-[(2-methanesulfonylphenyl)amino]-N-methylpyridine-3-carboxamide ClC1=CC(=C(C=N1)C(=O)NC)NC1=C(C=CC=C1)S(=O)(=O)C